6-(3-(2-(1-(2-cyanophenyl)cyclopropoxy)acetyl)-3,8-diazabicyclo[3.2.1]octan-8-yl)nicotinonitrile C(#N)C1=C(C=CC=C1)C1(CC1)OCC(=O)N1CC2CCC(C1)N2C2=NC=C(C#N)C=C2